C1(CC1)NC=1N=CC2=C(N1)N(C(C(=C2)N2CCN(C1=C(C=CC=C21)C)C(C=C)=O)=O)C2COCC2 2-(cyclopropylamino)-6-(5-methyl-4-prop-2-enoyl-2,3-dihydroquinoxalin-1-yl)-8-tetrahydrofuran-3-yl-pyrido[2,3-d]pyrimidin-7-one